C1(=CC=CC=C1)C=1N=NNN1 5-phenyl-2H-tetrazole